[Br-].CN1CC[N+]2(CC1)CCCCC2 3-methyl-3,6-diazaspiro[5.5]undecan-6-ium bromide